C(C)OC(CCCOC1=C(C=C(C=C1F)N1C=CC2=CC=C(C=C12)Cl)F)=O 4-[4-(6-chloroindol-1-yl)-2,6-difluoro-phenoxy]Butyric acid ethyl ester